BrC=1C=C2C(=NC(=NC2=CC1)Cl)Cl 6-Bromo-2,4-dichloroquinazoline